[2-tert-butyl-3-(trifluoromethyl)-2H-pyrazolo[3,4-b]pyridin-5-yl]boronic acid C(C)(C)(C)N1N=C2N=CC(=CC2=C1C(F)(F)F)B(O)O